O=C(CNC)NCC(NCC(NCC(NCC(NCC(NCC(NCC(NCC(NCCC([O-])=S)=O)=O)=O)=O)=O)=O)=O)=O 4,7,10,13,16,19,22,25,28-nonaoxo-2,5,8,11,14,17,20,23,26,29-decaazadotriacontane-32-thioate